FC(C=1C=C(C=C(C1)C(F)(F)F)C1=NN(C=N1)/C=C(/C(=O)O)\C=1C=NN(C1)C)(F)F (E)-3-(3-(3,5-bis-(trifluoromethyl)-phenyl)-1H-1,2,4-triazol-1-yl)-2-(1-methyl-1H-pyrazol-4-yl)-acrylic acid